2-chloro-5,6,7,8-tetrahydroquinoline 1-oxide ClC1=[N+](C=2CCCCC2C=C1)[O-]